[13CH]1=[13CH][13CH]=[13C]([13CH]=[13CH]1)C(=O)O benzoic acid-13C6